benzyl 2-((tert-butoxycarbonyl) amino)-2,7-diazaspiro[3.5]nonane-7-carboxylate C(C)(C)(C)OC(=O)NN1CC2(C1)CCN(CC2)C(=O)OCC2=CC=CC=C2